ClC=1C=C2C3=C(N(C2=C(C1)C=1C=NN(C1)CC1CC1)CC(F)(F)F)C=NC=C3 6-Chloro-8-(1-cyclopropylmethyl-1H-pyrazol-4-yl)-9-(2,2,2-trifluoro-ethyl)-9H-pyrido[3,4-b]indole